N,N'-(5-Amino-3-iminopyridin-2,6(1H,3H)-diyliden)bis{2-[2-(2-ethoxyethoxy)ethoxy]-6,7-dimethylpyrazolo[1,5-a]pyridin-3-amin} NC1=CC(C(NC1=NC=1C(=NN2C1C=CC(=C2C)C)OCCOCCOCC)=NC=2C(=NN1C2C=CC(=C1C)C)OCCOCCOCC)=N